C(=C)C1=CC=CC=C1 4-Ethenylbenzol